C(C)OC=CC1=NC=CC(=C1OC)OC (2-ethoxyvinyl)-3,4-dimethoxypyridine